O=C1N[C@H]2[C@@H](N1)CS[C@H]2CCCCC(=O)NCCNC(=O)C2=CC=CC1=C(C=CC=C21)Br N-[2-[5-[(3aS,4S,6aR)-2-oxo-1,3,3a,4,6,6a-hexahydrothieno[3,4-d]imidazol-4-yl]pentanoylamino]ethyl]-5-bromo-naphthalene-1-carboxamide